[Si](C1=CC=CC=C1)(C1=CC=CC=C1)(C(C)(C)C)OCCCCNC(CCCCCSCC(CCCCCC)C1C2(CC3CC(CC1C3)C2)C(=O)[O-])CCCCCSCC(CCCCCC)C2C3(CC1CC(CC2C1)C3)C(=O)[O-] ((6-((4-tert-butyl-diphenylsilyloxybutyl)amino)undecane-1,11-diyl)bis(sulfane-diyl))bis(octane-1,2-diyl)-bis(adamantane-1-carboxylate)